BrC=1C=C(C=CC1OC)NC(CSC=1NC=C(N1)C(=O)OCC)=O ethyl 2-((2-((3-bromo-4-methoxyphenyl) amino)-2-oxoethyl) thio)-1H-imidazole-4-carboxylate